B12B3C14B2B43 boron carbide